OC1=C(C=C(CP(OCC)(OCC)=O)C=C1)[N+](=O)[O-] Diethyl (4-hydroxy-3-nitrobenzyl)phosphonate